CC1(CC(CCC1)C1(OCC(CO1)=O)C)C 2-(3,3-dimethylcyclohexyl)-2-methyl-1,3-dioxan-5-one